(4-fluoro-2-((tetrahydrofuran-3-yl)oxy)phenyl)methylamine HCl salt Cl.FC1=CC(=C(C=C1)CN)OC1COCC1